2-fluoro-6-[(2,3,6-trifluorobenzyl)amino]-9-(tetrahydro-2H-pyran-2-yl)-9H-purine FC1=NC(=C2N=CN(C2=N1)C1OCCCC1)NCC1=C(C(=CC=C1F)F)F